FC1=CC=C(C=C1)NC(N[C@@H]1C(N(C[C@H]1C1=CC=C(C=C1)OC)CC(=O)O)=O)=O |o1:10,14| (-)-2-{(3S*,4R*)-3-[3-(4-fluorophenyl)ureido]-4-(4-methoxyphenyl)-2-oxopyrrolidin-1-yl}acetic acid